(1S,3R)-3-(2-(2-fluorophenyl)-6-(((S)-tetrahydrofuran-3-yl)oxy)-1H-imidazo[4,5-c]pyridin-1-yl)cyclohexan-1-amine FC1=C(C=CC=C1)C=1N(C2=C(C=NC(=C2)O[C@@H]2COCC2)N1)[C@H]1C[C@H](CCC1)N